ClC1=C(C=CC=C1)N1C(N=C(C2=C1N=C(C=C2)C(F)(F)F)NC([2H])([2H])[2H])=O 1-(2-chlorophenyl)-4-((methyl-d3)-amino)-7-(trifluoromethyl)pyrido[2,3-d]pyrimidin-2(1H)-one